2-((2S)-4-(7-(8-ethynylnaphth-1-yl)-6,8-difluoro-2-((2R,7aS)-2-fluorotetrahydro-1H-pyrrolizin-7a(5H)-ylmethoxy)quinazolin-4-yl)-1-(2-fluoroacryloyl)piperazin-2-yl)acetonitrile C(#C)C=1C=CC=C2C=CC=C(C12)C1=C(C=C2C(=NC(=NC2=C1F)OC[C@]12CCCN2C[C@@H](C1)F)N1C[C@@H](N(CC1)C(C(=C)F)=O)CC#N)F